O=C1N(CC2=CC=C(C=C12)C1=CC=C(C=C1)N1CCN(CC1)C(=O)OC(C)(C)C)C(C(NC=1SC=CN1)=O)C1=CC=CC=C1 tert-Butyl 4-(4-(3-oxo-2-(2-oxo-1-phenyl-2-(thiazol-2-ylamino)ethyl)isoindolin-5-yl)phenyl)piperazine-1-carboxylate